COC=1C=C(C=C2CN(CC(C2=O)=CC2=C(C=CC=C2)F)S(=O)(=O)C2=CC=C(C=C2)NC(C)=O)C=C(C1)OC 3-(3,5-dimethoxybenzylidene)-5-(2-fluorobenzylidene)-N-(4-acetamidobenzenesulfonyl)-4-piperidone